cis-3-methyl-N-(4-methyl-3-(1-methyl-1H-1,2,4-triazol-3-yl)phenyl)-6-azabicyclo[3.1.1]heptane-6-carboxamide CC1CC2N(C(C1)C2)C(=O)NC2=CC(=C(C=C2)C)C2=NN(C=N2)C